N-(4-amino-2H-pyrazolo[3,4-c]pyridin-7-yl)-2-oxo-2-[rac-(2S,5S)-2,5-diethyl-1-piperidyl]acetamide NC=1C=2C(C(=NC1)NC(C(N1[C@H](CC[C@@H](C1)CC)CC)=O)=O)=NNC2 |r|